2-(methacryloyloxy)ethyl-trimethyl-ammonium hexafluorophosphate F[P-](F)(F)(F)(F)F.C(C(=C)C)(=O)OCC[N+](C)(C)C